C(C)OC(CCC(=O)C1=NC(=CC(=C1O)Br)CCC1=CC=CC=C1)=O 4-(4-Bromo-3-hydroxy-6-phenethyl-pyridin-2-yl)-4-oxo-butyric acid ethyl ester